COC([C@@H](CC1=CC=C(C=C1)Br)NC(=O)OCC)=O.FC(C(=O)N1CCN(CC1)C1(CC1)C1=CC=C(C=C1)S(=O)(=O)Cl)(F)F 4-(1-(4-(2,2,2-trifluoroacetyl)piperazin-1-yl)cyclopropyl)benzenesulfonyl chloride methyl-(2R)-3-(4-bromophenyl)-2-(ethoxycarbonylamino)propanoate